[N+](=O)([O-])C1=CC=C(C=C1)S(=O)(=O)ON=C(C1=CC=CC=C1)C#N α-(4-nitrobenzenesulfonyloxyimino)-benzyl cyanide